(R or S)-4-(4-((1R,5S)-3,8-diazabicyclo[3.2.1]octan-8-yl)-6-chloro-2-(3-(dimethylamino)azetidin-1-yl)-8-fluoro-quinazolin-7-yl)naphthalen-2-ol [C@H]12CNC[C@H](CC1)N2C2=NC(=NC1=C(C(=C(C=C21)Cl)C2=CC(=CC1=CC=CC=C21)O)F)N2CC(C2)N(C)C